1-tert-butyl-5-fluoro-N-{2-fluoro-4-methyl-5-[8-(morpholin-4-yl)imidazo[1,2-a]pyridin-6-yl]phenyl}pyrazole-4-carboxamide C(C)(C)(C)N1N=CC(=C1F)C(=O)NC1=C(C=C(C(=C1)C=1C=C(C=2N(C1)C=CN2)N2CCOCC2)C)F